CC1=NOC(=C1C)C(=O)NC[C@@H](CC)C(N[C@H]1C2=C(CN3N(C1=O)CCC3)C=CC=C2)=O 3,4-Dimethyl-N-((R)-2-(((S)-11-oxo-2,3,10,11-tetrahydro-1H,5H-benzo[d]pyrazolo[1,2-a][1,2]diazepin-10-yl)carbamoyl)butyl)isoxazol-5-carboxamid